N-(2-(2-amino-6-hydroxy-9H-purin-9-yl)ethyl)-1-ethyl-1H-pyrazole-3-carboxamide NC1=NC(=C2N=CN(C2=N1)CCNC(=O)C1=NN(C=C1)CC)O